ClC=1C2=C(N=CN1)C(=CS2)NC(C)=O N-[4-chlorothieno[3,2-d]pyrimidin-7-yl]acetamide